5-((7-chloro-2-phenoxy-1H-benzo[d]imidazol-6-yl)thio)pyrazin-2-yl-3-methyl-2-oxa-8-azaspiro[4.5]decan-4-amine ClC1=C(C=CC2=C1NC(=N2)OC2=CC=CC=C2)SC=2N=CC(=NC2)C2OC(C(C21CCNCC1)N)C